7-(3,5-difluorophenyl)-N4-methyl-N2-[3-(4-methylimidazol-1-yl)-1-bicyclo[1.1.1]pentanyl]-5,6-dihydropyrrolo[2,3-d]pyrimidine-2,4-diamine FC=1C=C(C=C(C1)F)N1CCC2=C1N=C(N=C2NC)NC21CC(C2)(C1)N1C=NC(=C1)C